C(#N)C=1C=C(C=CC1OCC(C)C)C=1SC(=C(N1)C)C(=O)O 2-(3-cyano-4-isobutyloxyphenyl)-4-methylthiazole-5-carboxylic acid